ClC1=CC(=C(C=C1)N1C(N2C(CN(CC2)C(=O)OC(C)(C)C)C1)=O)C(F)(F)F tert-butyl 2-(4-chloro-2-(trifluoromethyl)phenyl)-3-oxohexahydroimidazo[1,5-a]pyrazine-7(1H)-carboxylate